[La].[Mo].C1(=C(C(=CC=C1)C(=O)O)C(=O)O)C1=CC=CC=C1 biphenyl-dicarboxylic acid molybdenum lanthanum